CN1C=C(C=2C1=CN=C(C2)NC(C)=O)C2=CC(=C1C(=N2)C2(OCC1)COCC2)OCC2CCSCC2 N-(1-methyl-3-(4'-((tetrahydro-2H-thiopyran-4-yl)methoxy)-4,5,5',6'-tetrahydro-2H-spiro[furan-3,8'-pyrano[3,4-b]pyridin]-2'-yl)-1H-pyrrolo[2,3-c]pyridin-5-yl)acetamide